1-(4-bromophenyl)-3-hydroxy-2-methylpropan-1-one BrC1=CC=C(C=C1)C(C(CO)C)=O